(3-amino-1-(1,2,3,4-tetrahydroquinoline-4-carbonyl)-4,5-dihydro-1H-pyrazolo[3,4-c]pyridin-6(7H)-yl)(phenyl)meth-anone NC1=NN(C=2CN(CCC21)C(=O)C2=CC=CC=C2)C(=O)C2CCNC1=CC=CC=C21